8-chloro-2-(2-hydroxy-6-methoxy-4-methyl-phenyl)chromen-4-one ClC=1C=CC=C2C(C=C(OC12)C1=C(C=C(C=C1OC)C)O)=O